CC1=NC(=C(C2=C1CC(C2)C=O)C)OCC2CNC(CO2)=O 1,4-dimethyl-3-[(5-oxomorpholin-2-yl)methoxy]-6,7-dihydro-5H-cyclopenta[c]pyridine-6-carbaldehyde